1-(4-fluorophenyl)-6-methyl-2-oxo-5-propan-2-ylpyridine-3-carboxamide FC1=CC=C(C=C1)N1C(C(=CC(=C1C)C(C)C)C(=O)N)=O